COC(=O)C1C2C=CC(C1C(=O)OC)CC2 Bicyclo[2.2.2]oct-5-ene-2,3-dicarboxylic acid dimethyl ester